4-((5-ethynyl-thiazol-2-yl)methyl)morpholine C(#C)C1=CN=C(S1)CN1CCOCC1